NC1=CC=C2C=CN(C2=C1)CCC(C)(O)C 4-(6-amino-1H-indol-1-yl)-2-methylbutan-2-ol